FC1=CC=C(C=C1)N1N=CC2=C1C=C1CCN(C[C@]1(C2)C(=O)C2=NC=CC=C2)S(=O)(=O)C2=C(C(=C(C=C2)F)F)F (R)-(1-(4-fluorophenyl)-6-((2,3,4-trifluorophenyl)sulfonyl)-4,4a,5,6,7,8-hexahydro-1H-pyrazolo[3,4-g]isoquinolin-4a-yl)(pyridin-2-yl)methanone